NCC1=NNC(C2=CC=C(C=C12)C=1C=NN(C1N1C(C2=CC=CC(=C2C1)C#CC(C)(C)O)=O)C)=O 4-(aminomethyl)-6-(5-(4-(3-hydroxy-3-methylbut-1-yn-1-yl)-1-oxoisoindolin-2-yl)-1-methyl-1H-pyrazol-4-yl)phthalazin-1(2H)-one